O1CC[C@H](C2=CC=CC=C12)C(=O)O |r| (RS)-chroman-4-carboxylic acid